CN1C=CC=2N1C(C(=C(N2)C(F)(F)F)C=2C=NN(C2)CC(C(F)(F)F)(F)F)=O 1-methyl-6-[1-(2,2,3,3,3-pentafluoropropyl)-1H-pyrazol-4-yl]5-(trifluoromethyl)-1H,7H-pyrazolo[1,5-a]pyrimidin-7-one